5-[1-(5-amino-2-pyridyl)-3-(trifluoromethyl)pyrazol-4-yl]-N-[3-chloro-4-[[(1S,3S)-3-[[(2S,4R)-4-hydroxyprolyl]amino]cyclopentyl]carbamoyl]phenyl]-1-methyl-imidazole-2-carboxamide NC=1C=CC(=NC1)N1N=C(C(=C1)C1=CN=C(N1C)C(=O)NC1=CC(=C(C=C1)C(N[C@@H]1C[C@H](CC1)NC([C@H]1NC[C@@H](C1)O)=O)=O)Cl)C(F)(F)F